3-[4-(Triazolo[4,5-b]pyridin-1-ylmethyl)phenyl]-5-(trifluoromethyl)-1,2,4-oxadiazol N1(N=NC2=NC=CC=C21)CC2=CC=C(C=C2)C2=NOC(=N2)C(F)(F)F